4-{[(6-chloropyridin-3-yl)methyl](2-fluoroethyl)amino}furan-2(5H)-one ClC1=CC=C(C=N1)CN(C1=CC(OC1)=O)CCF